(R)-2-(2,5-dioxopyrrolidin-1-yl-3,3,4,4-d4)-N-(phenylmethyl-d2)propanamide O=C1N(C(C(C1([2H])[2H])([2H])[2H])=O)[C@@H](C(=O)NC([2H])([2H])C1=CC=CC=C1)C